methyl 5-(tert-butoxycarbonylamino)-4-methyl-pyrazolo[1,5-a]pyridine-3-carboxylate C(C)(C)(C)OC(=O)NC1=C(C=2N(C=C1)N=CC2C(=O)OC)C